[Cl-].C(C)[N+](CC)(CC)CC tetraethylammonium chloride